2-(3-(2-chloro-4-hydroxyphenyl)-3-hydroxyazetidin-1-yl)isonicotinonitrile ClC1=C(C=CC(=C1)O)C1(CN(C1)C=1C=C(C#N)C=CN1)O